4-(benzo(d)thiazol-4-yl)-N-(5-methoxy-1,3,4-thiadiazol-2-yl)-6-methylnicotinamide S1C=NC2=C1C=CC=C2C2=CC(=NC=C2C(=O)NC=2SC(=NN2)OC)C